N[C@@H]1CCCC12CCN(CC2)C=2C(=NC(=CC2C)C2=C(C(=CC=C2)Cl)Cl)CO (R)-(3-(1-amino-8-azaspiro[4.5]decan-8-yl)-6-(2,3-dichlorophenyl)-4-methylpyridin-2-yl)methanol